C1(CC1)C1=CC=C(C=C1)N1N=C2C(C(NCC3C2=C1CCN3C(=O)[O-])=O)N3C(C=CC=C3)=O 2-(4-cyclopropylphenyl)-8-oxo-9-(2-oxopyridin-1(2H)-yl)-2,3,4,5a,6,7,8,9-octahydro-5H-1,2,5,7-tetraazabenzo[cd]azulene-5-carboxylate